(2S)-1-((2S)-2-(2-methoxybenzoylamino)-3-methylpentanoyl)pyrrolidine-2-carbonitrile COC1=C(C(=O)N[C@H](C(=O)N2[C@@H](CCC2)C#N)C(CC)C)C=CC=C1